5-((1R)-2-{[6-(2,2-difluoro-2-phenylethoxy)hexyl]amino}-1-hydroxyethyl)-8-hydroxyquinolin-2(1H)-one FC(COCCCCCCNC[C@H](O)C1=C2C=CC(NC2=C(C=C1)O)=O)(C1=CC=CC=C1)F